C(C)OC(=O)C=1C(=NC(=NC1)N1CCCC1)OC1=CC=CC=C1 4-phenoxy-2-pyrrolidin-1-yl-pyrimidine-5-carboxylic acid ethyl ester